C(C)(C)C1CNC1 3-isopropylazetidin